(4-fluoro-6-((3-methylisoxazol-5-yl)methoxy)-1H-indol-2-yl)methanamine FC1=C2C=C(NC2=CC(=C1)OCC1=CC(=NO1)C)CN